5,6-dibromo-2-butylisoindoline-1,3-dione BrC=1C=C2C(N(C(C2=CC1Br)=O)CCCC)=O